4,6-dichloro-quinoline-3-carbonyl chloride ClC1=C(C=NC2=CC=C(C=C12)Cl)C(=O)Cl